C(C1=CC=CC=C1)C1=CC=C(N1)C(=O)Cl 5-benzyl-1H-pyrrole-2-carbonyl chloride